NC[C@H]1C(N[C@H](C(NCC(O[C@@H]([C@H](C(N([C@H](C(N[C@H](C(N1)=O)C1CCCCC1)=O)CC(C)C)C)=O)C)CCCCCC)=O)=O)COCCCN)=O (6S,9S,12S,15S,18R,19R)-9-(aminomethyl)-6-(3-aminopropoxymethyl)-12-cyclohexyl-19-hexyl-15-isobutyl-16,18-dimethyl-1-oxa-4,7,10,13,16-pentazacyclononadecane-2,5,8,11,14,17-hexone